C(/C)=C(\C=C\C(=O)OC(C)(C)C)/CCC(=O)NC tert-butyl (2E,4E)-4-ethylidene-7-(methylamino)-7-oxohept-2-enoate